9-fluoro-11,16,17-trihydroxy-17-(2-hydroxyacetyl)-10,13-dimethyl-6,7,8,9,10,11,12,13,14,15,16,17-dodecahydro-3H-cyclopenta[a]phenanthren-3-one FC12C(CC3(C(C(CC3C1CCC1=CC(C=CC21C)=O)O)(C(CO)=O)O)C)O